{[3-(4-methoxyphenyl)-4-oxo-3,4,5,6,7,8-hexahydro[1]benzothieno[2,3-d]pyrimidin-2-yl]sulfanyl}acetonitrile COC1=CC=C(C=C1)N1C(=NC2=C(C1=O)C1=C(S2)CCCC1)SCC#N